CC(C)CCC[C@@H](C)[C@H]1CC[C@H]2[C@@H]3CC=C4C[C@H](CC[C@]4(C)[C@H]3CC[C@]12C)OCCCCOC[C@@H](COCCC\C=C/CCCCC)N(C)C (2R)-1-{4-[(3β)-cholest-5-en-3-yloxy]butoxy}-3-[(4Z)-dec-4-en-1-yloxy]-N,N-dimethylpropane-2-amine